cyclohex-1-ene-1-carboxylic acid sodium salt [Na+].C1(=CCCCC1)C(=O)[O-]